2-chloro-4-methoxy-2'-methyl-spiro[4,5-dihydrothieno[2,3-C]pyran-7,4'-piperidine]-1'-carboxylic acid tert-butyl ester C(C)(C)(C)OC(=O)N1C(CC2(CC1)OCC(C1=C2SC(=C1)Cl)OC)C